C(C1=CC=CC=C1)OC1=NC(=CC=C1C1=NN(C2=C(C(=C(C=C12)F)C=1CCN(CC1)C[C@@H]1[C@@H](CN(CC1)C(=O)OC(C)(C)C)F)F)C)OCC1=CC=CC=C1 tert-butyl (3S,4R)-4-[[4-[3-(2,6-dibenzyloxy-3-pyridyl)-5,7-difluoro-1-methyl-indazol-6-yl]-3,6-dihydro-2H-pyridin-1-yl]methyl]-3-fluoro-piperidine-1-carboxylate